(1aR,5aR)-2-(2,4-Dichloro-phenyl)-1a,2,5,5a-tetrahydro-1H-2,3-diaza-cyclopropa[a]pentalene-4-carboxylic Acid (1-Hydroxymethyl-cyclopropyl)-amide OCC1(CC1)NC(=O)C=1C=2C[C@@H]3[C@H](C2N(N1)C1=C(C=C(C=C1)Cl)Cl)C3